FC1=C(C=CC(=C1)F)[Ti] 2,4-difluorobenzene-1-yl-titanium